N-(N,N-dimethyl-1,2,3,4-tetrahydro-2-aminodibenzo-fur-8-yl)pyrazine-2-carboxamide benzoate C(C1=CC=CC=C1)(=O)O.CN(C1CC2=C(OC3=C2C=C(C=C3)NC(=O)C3=NC=CN=C3)CC1)C